2-amino-5-tert-butyl-thiadiazole NN1SC(=CN1)C(C)(C)C